Cl.[C@@H]1(NCC2=CC=CC=C12)C(=O)O (1S)-isoindoline-1-carboxylic acid hydrochloride